C1(CCCC1)N1N=C(C=C1)C=1N=NN(C1)C1=C(C=C(C=C1)NS(=O)(=O)CCO)N1CCC2(CC2)CC1 N-(4-(4-(1-cyclopentyl-1H-pyrazol-3-yl)-1H-1,2,3-triazol-1-yl)-3-(6-azaspiro[2.5]octan-6-yl)phenyl)-2-hydroxyethane-1-sulfonamide